ethyl ((4-cyclopropyl-6-((3'-(4-cyclopropyl-5-(((2-hydroxyethyl)amino)methyl)picolinamido)-2,2'-dimethyl-[1,1'-biphenyl]-3-yl)carbamoyl)pyridin-3-yl)methyl)-D-serinate C1(CC1)C1=C(C=NC(=C1)C(NC=1C(=C(C=CC1)C1=C(C(=CC=C1)NC(C1=NC=C(C(=C1)C1CC1)CNCCO)=O)C)C)=O)CN[C@H](CO)C(=O)OCC